[6-[3-(1-hydroxycyclopropyl)-1H-1,2,4-triazol-5-yl]-2-azaspiro[3.3]heptan-2-yl]-[3-[4-(2-mesylphenyl)phenyl]azetidin-1-yl]methanone OC1(CC1)C1=NNC(=N1)C1CC2(CN(C2)C(=O)N2CC(C2)C2=CC=C(C=C2)C2=C(C=CC=C2)S(=O)(=O)C)C1